methyl 4-(1-((2-(trimethylsilyl)ethoxy)methyl)-1H-pyrazolo[3,4-b]pyridin-5-yl)benzoate C[Si](CCOCN1N=CC=2C1=NC=C(C2)C2=CC=C(C(=O)OC)C=C2)(C)C